tricyclo[5.2.1.0(2,6)]decane-dimethanol C12(C3(CCCC3C(CC1)C2)CO)CO